COC1=CC=C(C=C1)C#CC1=NC(=NC(=N1)C(Cl)(Cl)Cl)C(Cl)(Cl)Cl 2-[2-(4-methoxyphenyl)ethynyl]-4,6-bis(trichloromethyl)-s-triazine